C(C)C1N(CCN(C1)C1COC1)C=1C=CC(=NC1)NC=1C(N(C=C(C1)B1OC(C(O1)(C)C)(C)C)C)=O 3-(5-(2-ethyl-4-(oxetan-3-yl)piperazin-1-yl)pyridine-2-ylamino)-1-methyl-5-(4,4,5,5-tetramethyl-1,3,2-dioxaborolan-2-yl)pyridin-2(1H)-one